NC1=C(C2=C(S1)C(=CC=C2C=2C1=C(C=3C=NC(=NC3C2Cl)OCC23CC(CN3CC(C2)=C)=C)COC1)F)C#N (S)-2-Amino-4-(5-chloro-3-((2,6-dimethylidenetetrahydro-1H-pyrrolizin-7a(5H)-yl)methoxy)-7,9-dihydrofuro[3,4-f]quinazolin-6-yl)-7-fluorobenzo[b]thiophene-3-carbonitrile